OC1=C(C(=C(C(=O)OC2=C(C(=C(C(=O)O)C(=C2C)C)C)C)C(=C1)C)C)CCC 4-((4-hydroxy-2,6-dimethyl-3-propylbenzoyl)oxy)-2,3,5,6-tetramethylbenzoic acid